(1H-pyrazol-4-yl)-amine N1N=CC(=C1)N